4-(azidomethyl)-2-(2-fluoro-2-methylpropyl)-2-azabicyclo[2.1.1]hexane N(=[N+]=[N-])CC12CN(C(C1)C2)CC(C)(C)F